1,4,7,10,13,16-hexaoxacyclooctadecane-2,3,11,12-tetracarboxylate O1C(C(OCCOCCOC(C(OCCOCC1)C(=O)[O-])C(=O)[O-])C(=O)[O-])C(=O)[O-]